5-[3-(4-ethoxyphenylamino)-2-hydroxypropyl]-1,3,4-oxadiazol-2(3H)-one C(C)OC1=CC=C(C=C1)NCC(CC1=NNC(O1)=O)O